C(C)(C)(C)OC(=O)N1CCN(CC1)C1=CC(=CC2=C1N(C(N2C=2SC(=NN2)C(F)F)=O)CC)S(=O)O 7-(4-(tert-butoxycarbonyl)piperazin-1-yl)-3-(5-(difluoromethyl)-1,3,4-thiadiazol-2-yl)-1-ethyl-2-oxo-2,3-dihydro-1H-benzo[d]imidazole-5-sulfinic acid